5-(benzyloxy)pentanoic acid C(C1=CC=CC=C1)OCCCCC(=O)O